1-(4-(6-chloro-2-(1-cyclopropyl-piperidin-4-yloxy)-8-fluoro-7-(2-fluoro-6-hydroxyphenyl)quinazolin-4-yl)piperazin-1-yl)prop-2-en-1-one ClC=1C=C2C(=NC(=NC2=C(C1C1=C(C=CC=C1O)F)F)OC1CCN(CC1)C1CC1)N1CCN(CC1)C(C=C)=O